C1(CC1)C1=NN(C=2C(=NN(C(C21)=O)CC(=O)N[C@@H](C)C2=CC=C(C=C2)C)C)C (S)-2-(3-Cyclopropyl-1,7-dimethyl-4-oxo-1,4-dihydro-5H-pyrazolo[3,4-d]pyridazin-5-yl)-N-(1-(p-tolyl)ethyl)acetamid